1-((5-fluoro-3-(4-fluoro-2-(1-hydroxyethyl)phenyl)pyridin-2-yl)methyl)-1H-imidazole FC=1C=C(C(=NC1)CN1C=NC=C1)C1=C(C=C(C=C1)F)C(C)O